COC1CCN(CC1)C(CC1=CC=C(C=C1)NC(OCC1=CC=C(C=C1)Cl)=O)=O 4-chlorobenzyl (4-(2-(4-methoxypiperidin-1-yl)-2-oxoethyl)phenyl)carbamate